boronophenylaniline B(O)(O)N(C1=CC=CC=C1)C1=CC=CC=C1